Cl.N1(CCC1)CC[C@H](CSC1=CC=CC=C1)N (R)-4-(azetidin-1-yl)-1-(phenylthio)butan-2-amine hydrochloride